NC1=C2C(=NN1C(=O)[C@H]1CCNC3=CC=C(C=C13)F)COCC2 |o1:8| (S*)-(3-amino-4,5-dihydropyrano[3,4-c]pyrazol-2(7H)-yl)(6-fluoro-1,2,3,4-tetrahydroquinolin-4-yl)methanone